C(C1=CC=CC=C1)OC1=NC(=CC=C1C1=CC=C(C=C1)CCO)OCC1=CC=CC=C1 2-[4-(2,6-dibenzyloxy-3-pyridinyl)phenyl]ethanol